(((4-(2,4-difluorophenyl) thiazol-2-yl) (4-(trifluoromethyl) phenyl) amino) methyl) phosphate P(=O)(OCN(C1=CC=C(C=C1)C(F)(F)F)C=1SC=C(N1)C1=C(C=C(C=C1)F)F)([O-])[O-]